CN(CCC1=CNC2=CC=CC(=C12)OC(C)=O)C 3-[2-(dimethylamino)ethyl]-4-acetoxyindole